N2-[1-(2-chloro-3-fluoro-phenyl)cyclopropyl]-6-(1H-indazol-6-yl)-1,3,5-triazine-2,4-diamine ClC1=C(C=CC=C1F)C1(CC1)NC1=NC(=NC(=N1)N)C1=CC=C2C=NNC2=C1